(1R,3R)-3-((S)-2-((6-(Difluoromethoxy)pyridin-3-yl)methyl)-6-(methoxycarbonyl)-7-methyl-6,7,8,9-tetrahydro-3H-imidazo[4,5-f]chinolin-3-yl)cyclohexan FC(OC1=CC=C(C=N1)CC=1N(C=2C(=C3CC[C@@H](N(C3=CC2)C(=O)OC)C)N1)C1CCCCC1)F